ClCCN(P1(OCCCN1)=O)CCCl N,N-bis(2-chloroethyl)-1,3,2-oxazaphosphinan-2-amine 2-oxide